N-(2-(dimethylamino)-2-(4-hydroxyphenyl)ethyl)-5-fluoroisoindoline-2-carboxylic acid amide CN(C(CNC(=O)N1CC2=CC=C(C=C2C1)F)C1=CC=C(C=C1)O)C